9-(((tetrahydrofuran-3-yl)methyl)amino)heptadecanedioic acid 1-(heptadecane-9-yl) 17-(heptane-3-yl) ester CCC(CCCC)OC(CCCCCCCC(CCCCCCCC(=O)OC(CCCCCCCC)CCCCCCCC)NCC1COCC1)=O